ClC1=C(C(=CC(=C1)C=CC#N)Cl)NC1=NC=NC2=CC=C(C=C12)F 4-((2,6-dichloro-4-(2-cyanovinyl)phenyl)amino)-6-fluoroquinazolin